COC1=C(C=CC(=C1)OC)C(C1=CC=C(OCC(=O)O)C=C1)NC(=O)OCC1C2=CC=CC=C2C=2C=CC=CC12 2-[4-[(2,4-dimethoxyphenyl)-(9H-fluoren-9-ylmethoxycarbonylamino)methyl]phenoxy]acetic acid